tert-Butyl (3-(((S)-1-(5-(((S)-5-chloro-2,3-dihydro-1H-inden-2-yl)amino)pyridin-2-yl)-2,2,2-trifluoroethyl)(methyl)carbamoyl)bicyclo[1.1.1]pentan-1-yl)carbamate ClC=1C=C2C[C@H](CC2=CC1)NC=1C=CC(=NC1)[C@@H](C(F)(F)F)N(C(=O)C12CC(C1)(C2)NC(OC(C)(C)C)=O)C